C(CCCCCCC)N(C(C(S(=O)(=O)F)(F)F)=O)CCCCCCCC 2-(dioctylamino)-1,1-difluoro-2-oxoethane-1-sulfonyl fluoride